CC1=CC=C(COC(C2=CC=C(C=C2)C(CC#N)=O)=O)C=C1 4-(2-cyanoacetyl)benzoic acid 4-methylbenzyl ester